C(C)(C)/C(=C/C[C@H](CCCC(=O)[O-])C)/CC=C(C)C (3S)-(E)-6-Isopropyl-3,9-dimethyl-5,8-decadienylacetat